O=C1NC(CCC1C1=NN(C2=CC(=CC=C12)CC1CCN(CC1)C(=O)OC(C)(C)C)C)=O tert-butyl 4-[[3-(2,6-dioxo-3-piperidyl)-1-methyl-indazol-6-yl]methyl]piperidine-1-carboxylate